OC1=NC=NO1 5-hydroxy-1,2,4-oxadiazole